1,1'-(butane-1,4-diyl)bis(N-(4-chlorophenyl)-3-(pyridin-4-yl)-1H-pyrazole-5-carboxamide) C(CCCN1N=C(C=C1C(=O)NC1=CC=C(C=C1)Cl)C1=CC=NC=C1)N1N=C(C=C1C(=O)NC1=CC=C(C=C1)Cl)C1=CC=NC=C1